[Cl-].CO[C@H]1[C@@H](O[C@@H]([C@H]1O)CO)N1C(=O)NC(=O)C=C1 2'-O-methyluridine chloride